CC1=CC(=NO1)C1=NN=C2N1N=C(C=C2)C(=O)OC methyl 3-(5-methylisoxazol-3-yl)-[1,2,4]triazolo[4,3-b]pyridazine-6-carboxylate